C(C)OC(=O)[C@H]1C2CCC([C@@H]1NC1=NC(=NN3C1=CC=C3COC)C3=CN(C1=NC=C(C=C13)F)C1=C(C=CC=C1)C)CC2 (1R,2S,3S,4R)-3-((2-(5-fluoro-1-tolyl-1H-pyrrolo[2,3-b]pyridin-3-yl)-7-(methoxymethyl)pyrrolo[2,1-f][1,2,4]triazin-4-yl)amino)bicyclo[2.2.2]octane-2-carboxylic acid ethyl ester